tert-butyl (S)-5-chloro-7-fluoro-8-hydroxy-1-((6-oxo-5-azaspiro[2.4]heptan-5-yl)methyl)-3,4-dihydroisoquinoline-2(1H)-carboxylate ClC1=C2CCN([C@@H](C2=C(C(=C1)F)O)CN1CC2(CC2)CC1=O)C(=O)OC(C)(C)C